N,6-dimethyl-5-(piperazin-1-yl)pyridineamide CNC(=O)C1=NC(=C(C=C1)N1CCNCC1)C